9-(3-(2-(dimethylamino)ethoxy)benzyl)-2-(2-isopropylphenyl)-7-methyl-7,9-dihydro-8H-purin-8-one CN(CCOC=1C=C(CN2C3=NC(=NC=C3N(C2=O)C)C2=C(C=CC=C2)C(C)C)C=CC1)C